O=C1N(CC2=CC=C(C=C12)CCCCCCC(N1CCN(CC1)C1=NC=CC=C1)=O)C1C(NC(CC1)=O)=O 3-(1-Oxo-6-(7-oxo-7-(4-(pyridin-2-yl)piperazin-1-yl)heptyl)isoindolin-2-yl)piperidine-2,6-dione